azobis[N-(2-carboxyethyl)-2-methylpropionamide] tetrahydrate O.O.O.O.N(=NC(C(=O)NCCC(=O)O)(C)C)C(C(=O)NCCC(=O)O)(C)C